CN1N=C(C(=C1)C=1C=C(C=2N(C1)N=CC2C#N)O)C 6-(1,3-dimethyl-1H-pyrazol-4-yl)-4-hydroxypyrazolo[1,5-a]pyridine-3-carbonitrile